NC1=C(C=CC=C1)[O-] amino-phenolate